tert-butyl (1R,3s,5S)-3-((8-(1-methyl-6-oxo-1,6-dihydropyridazin-4-yl)-6H-isochromeno[3,4-b]pyridin-3-yl)oxy)-8-azabicyclo[3.2.1]octane-8-carboxylate CN1N=CC(=CC1=O)C=1C=CC2=C(C1)COC1=NC(=CC=C12)OC1C[C@H]2CC[C@@H](C1)N2C(=O)OC(C)(C)C